(S)-1-(4-(2,3-dimethylphenyl)piperidin-1-yl)-2-(3-(3-hydroxy-3-methylpyrrolidine-1-carbonyl)-5,6-dihydrocyclopenta[c]pyrazol-1(4H)-yl)ethan-1-one CC1=C(C=CC=C1C)C1CCN(CC1)C(CN1N=C(C2=C1CCC2)C(=O)N2C[C@@](CC2)(C)O)=O